2-(tert-butyl)-N-(4-(2-(cyclopropanecarboxamido)pyridin-4-yl)-2-methylbenzyl)thiazole-5-carboxamide C(C)(C)(C)C=1SC(=CN1)C(=O)NCC1=C(C=C(C=C1)C1=CC(=NC=C1)NC(=O)C1CC1)C